Trans-7-methyl-3-azabicyclo[4.1.0]heptane hydrochloride Cl.CC1C2CCNCC12